6-(2,4-di-tert-butoxypyrimidin-5-yl)-8-(2,2-difluoro-2-(pyridin-2-yl)ethoxy)imidazo[1,2-b]pyridazine C(C)(C)(C)OC1=NC=C(C(=N1)OC(C)(C)C)C=1C=C(C=2N(N1)C=CN2)OCC(C2=NC=CC=C2)(F)F